3-(4-methoxyphenyl)-N-(4-morpholino-1,3,5-triazin-2-yl)isoxazol-5-amine COC1=CC=C(C=C1)C1=NOC(=C1)NC1=NC=NC(=N1)N1CCOCC1